C(C)(C)(C)[C@H]1C=2C=C(C(NC2C2=C(C1)N1C(=N2)C(=CC=C1)C(F)F)=O)C(=O)O (S)-5-(tert-butyl)-11-(difluoromethyl)-2-oxo-1,2,5,6-tetrahydropyrido[2',1':2,3]imidazo[4,5-h]quinoline-3-carboxylic acid